(R)-4-amino-7-fluoro-1-methyl-N-(thiazol-4-yl)-N-(5-(trifluoromethyl)-2,3-dihydro-1H-inden-1-yl)-1H-pyrazolo[4,3-c]quinolin-8-carboxamide NC1=NC=2C=C(C(=CC2C2=C1C=NN2C)C(=O)N([C@@H]2CCC1=CC(=CC=C21)C(F)(F)F)C=2N=CSC2)F